O1C(=CC=C1)C1=C2C(=NC(=N1)N)NN=C2 4-(furan-2-yl)-1H-pyrazolo[3,4-d]Pyrimidine-6-amine